FC(C=1SC=C(N1)C(=O)O)(F)F 2-(trifluoromethyl)-1,3-thiazole-4-carboxylic acid